1-phenethyl-quinoxaline methyl-2-(6-(2-((cis)-2,6-dimethylmorpholino)-1-methyl-6-oxo-1,6-dihydropyrimidin-4-yl)isoquinolin-3-yl)acetate COC(CC=1N=CC2=CC=C(C=C2C1)C=1N=C(N(C(C1)=O)C)N1C[C@@H](O[C@@H](C1)C)C)=O.C(CC1=CC=CC=C1)N1CC=NC2=CC=CC=C12